tert-butyl 4-[(2-{3-[(4-methanesulfonyl-2-methoxyphenyl)amino]prop-1-yn-1-yl}-3-(2,2,2-trifluoroethyl)imidazo[1,2-a]pyridin-8-yl)amino]piperidine-1-carboxylate CS(=O)(=O)C1=CC(=C(C=C1)NCC#CC=1N=C2N(C=CC=C2NC2CCN(CC2)C(=O)OC(C)(C)C)C1CC(F)(F)F)OC